9-(4-((1-(3-Fluoropropyl)azetidin-3-yl)methyl)phenyl)-8-((1r,4r)-4-methylcyclohexyl)-6,7-dihydro-5H-benzo[7]annulen FCCCN1CC(C1)CC1=CC=C(C=C1)C1=C(CCCC2=C1C=CC=C2)C2CCC(CC2)C